2-(aminomethyl)imidazole hydrochloride Cl.NCC=1NC=CN1